CCCCCCCCC(CCCCCCCC)OC(CCCCCCCN(CCCCCCOC(=O)OCCCCCCCCC)CCCNC(C)=O)=O 8-((3-acetamidopropyl)(6-(((nonyloxy)carbonyl)oxy)hexyl)amino)octanoic acid heptadec-9-yl ester